N-(2,6-dimethyl-4-(7-(2,2,2-trifluoroethoxy)-1,3,4,5-tetrahydro-2H-benzo[c]azepin-2-yl)phenyl)-3,3-dimethylbutanamide CC1=C(C(=CC(=C1)N1CC2=C(CCC1)C=C(C=C2)OCC(F)(F)F)C)NC(CC(C)(C)C)=O